3-(6-(acetoxymethyl)pyridin-3-yl)-2,5-dihydro-1H-pyrrole-1-carboxylic acid tert-butyl ester C(C)(C)(C)OC(=O)N1CC(=CC1)C=1C=NC(=CC1)COC(C)=O